FC(CCN1C[C@H]([C@@H](CC1)OC1=C2C=CNC2=C(C=C1C)C)C1=CC=C(C(=O)O)C=C1)F 4-((3R,4R)-1-(3,3-difluoropropyl)-4-((5,7-dimethyl-1H-indol-4-yl)oxy)piperidin-3-yl)benzoic acid